3-[2-(methylamino)ethoxy]-N-[4-(trifluoromethyl)phenyl]pyrazin-2-amine CNCCOC=1C(=NC=CN1)NC1=CC=C(C=C1)C(F)(F)F